ethyl 20-bromoeicosanoate BrCCCCCCCCCCCCCCCCCCCC(=O)OCC